6-(5-[bicyclo[1.1.1]pentan-1-yl]-1,3,4-thiadiazol-2-yl)-2H-pyridazine-3-thione C12(CC(C1)C2)C2=NN=C(S2)C=2C=CC(NN2)=S